N-phenyltriazinone C1(=CC=CC=C1)N1N=NC(C=C1)=O